3-(piperazine-1-yl)-1,2-benzisothiazole N1(CCNCC1)C1=NSC2=C1C=CC=C2